ClC1=C(C(N)=N)C=CC(=C1)I 2-chloro-4-iodobenzimidamide